O[C@@H](CNC1=CC(=NC(=N1)N1CCOCC1)C=1C=C(C=CC1C)NC(=O)N1C[C@H](CC1)CC(F)(F)F)C (R)-N-(3-(6-(((R)-2-hydroxypropyl)amino)-2-morpholinopyrimidin-4-yl)-4-methylphenyl)-3-(2,2,2-trifluoroethyl)pyrrolidine-1-carboxamide